C(C)(=O)OOC1=NC=CC(=C1OC1=C(C=C(C(=C1)N1C(N(C(=CC1=O)C(F)(F)F)C)=O)F)Cl)CCCOC 3-methoxypropyl-[(3-{2-chloro-4-fluoro-5-[3-methyl-2,6-dioxo-4-(trifluoromethyl)-3,6-dihydropyrimidin-1(2H)-yl] phenoxy} pyridin-2-yl) oxy] acetate